2-((6-(4-((4-cyano-2-methoxybenzyl)oxy)-5-fluoropyrimidin-2-yl)-3-azabicyclo[4.1.0]heptan-3-yl)methyl)-1-(((S)-oxetan-2-yl)methyl)-1H-benzo[d]imidazole-6-carboxylic acid C(#N)C1=CC(=C(COC2=NC(=NC=C2F)C23CCN(CC3C2)CC2=NC3=C(N2C[C@H]2OCC2)C=C(C=C3)C(=O)O)C=C1)OC